FC1=CC(=C(C=C1)C=1CCCC2=C(C1C1=CC=C(C=C1)CC1CN(C1)CCCF)C=CC(=C2OC)C(=O)O)C 8-(4-fluoro-2-methylphenyl)-9-(4-((1-(3-fluoropropyl)azetidin-3-yl)methyl)phenyl)-4-methoxy-6,7-dihydro-5H-benzo[7]annulene-3-carboxylic acid